(1S,3S,5S)-cyclohexane-1,3,5-triamine C1(CC(CC(C1)N)N)N